C(C)(C)(C)OC(=O)N1CCC2(CC1)CC=C(CC2)C2=C(C1=C(N=CN=C1N)N2C)C2=NC=C(C=N2)C2COCC2 9-(4-amino-7-methyl-5-(5-(tetrahydrofuran-3-yl)pyrimidin-2-yl)-7H-pyrrolo[2,3-d]pyrimidin-6-yl)-3-azaspiro[5.5]undec-8-ene-3-carboxylic acid tert-butyl ester